(2-(benzyl-oxy)-4-(trifluoromethyl)phenyl)-N-(piperidin-3-yl)pyrrolo[1,2-d][1,2,4]triazin-4-amine C(C1=CC=CC=C1)OC1=C(C=CC(=C1)C(F)(F)F)C=1C=2N(C(=NN1)NC1CNCCC1)C=CC2